N1C=NC2=NC=CC(=C21)C=2C=C(C=CC2)C=2C(=NOC2C)C 4-(3-(1H-imidazo[4,5-b]pyridin-7-yl)phenyl)-3,5-dimethylisoxazole